8-(ethylthio)-1,3,7-trimethyl-1H-purine-2,6(3H,7H)-dione C(C)SC1=NC=2N(C(N(C(C2N1C)=O)C)=O)C